C(C=C)(=O)OCC(COC(C(=C)C)=O)O 1-(acryloxy)-3-(methacryloxy)-2-propanol